2-Ethylhexyl diphenyl phosphate P(=O)(OCC(CCCC)CC)(OC1=CC=CC=C1)OC1=CC=CC=C1